tris(2-t-butyl-4-methoxy-phenyl) phosphite P(OC1=C(C=C(C=C1)OC)C(C)(C)C)(OC1=C(C=C(C=C1)OC)C(C)(C)C)OC1=C(C=C(C=C1)OC)C(C)(C)C